1,3,5-tris((1H-imidazol-1-yl)methyl)benzene rac-benzyl-3-{[(methylsulfonyl)oxy]methyl}[1,4'-bipiperidine]-1'-carboxylate C(C1=CC=CC=C1)OC(=O)N1CCC(CC1)N1C[C@@H](CCC1)COS(=O)(=O)C.N1(C=NC=C1)CC1=CC(=CC(=C1)CN1C=NC=C1)CN1C=NC=C1 |r|